The molecule is an organoiodine compound, a primary alpha-hydroxy ketone and a tertiary alpha-hydroxy ketone. It derives from a doxorubicin. It is a conjugate acid of a 4'-deoxy-4'-iododoxorubicinium. C[C@H]1[C@H]([C@H](C[C@@H](O1)O[C@H]2C[C@@](CC3=C2C(=C4C(=C3O)C(=O)C5=C(C4=O)C(=CC=C5)OC)O)(C(=O)CO)O)N)I